O[C@@H](C)C=1N(C=CN1)CC1=NOC(=C1)C1=CC=C(C=C1)C#CC=1C=CC(=NC1)CN1CC(C1)C#N (S)-1-((5-((4-(3-((2-(1-hydroxyethyl)-1H-imidazol-1-yl)methyl)isoxazol-5-yl)phenyl)ethynyl)pyridin-2-yl)methyl)azetidine-3-carbonitrile